Piperidine-3,4-diol hydrochloride Cl.N1CC(C(CC1)O)O